methyl-(acryloyloxy)-ethyl-ammonium bromide [Br-].C[NH+](CC)OC(C=C)=O